5-(2-aminoethoxy)-N,2-dimethyl-N-(1-(naphthalen-1-yl)cyclopropyl)benzamide NCCOC=1C=CC(=C(C(=O)N(C2(CC2)C2=CC=CC3=CC=CC=C23)C)C1)C